FC(S(=O)(=O)C(S(=O)(=O)C(F)(F)F)(S(=O)(=O)C(F)(F)F)[Li])(F)F tris(trifluoromethylsulfonyl)methyl-lithium